di-tert-butyl ((butane-1,4-diylbis(tetradecylazanediyl))bis(2-((2-hydroxyethyl)amino)propane-3,1-diyl))dicarbamate C(CCCN(CCCCCCCCCCCCCC)CC(CNC(OC(C)(C)C)=O)NCCO)N(CCCCCCCCCCCCCC)CC(CNC(OC(C)(C)C)=O)NCCO